C(C)C1=CC=C(C(=O)C=2C=C3C(=CNC3=CC2)C2CCN(CC2)CC)C=C1 5-(4-ethylbenzoyl)-3-(1-ethylpiperidin-4-yl)-1H-indole